COC(=O)C1=NC(=C(C(=C1F)N)F)Br 4-amino-6-bromo-3,5-difluoro-pyridine-2-carboxylic acid methyl ester